decanyl propionate C(CC)(=O)OCCCCCCCCCC